(nitrooxy)hexanoyl chloride [N+](=O)([O-])OCCCCCC(=O)Cl